COC1=C(C=CC(=C1)CCC(CC(CCCC)O)=O)[O-] 2-methoxy-4-(5-hydroxy-3-oxononyl)phenolate